2-((4-(6-((4-Cyano-2-methoxybenzyl)oxy)pyridin-2-yl)piperidin-1-yl)methyl)-4-methoxy-1-methyl-1H-benzo[d]imidazole C(#N)C1=CC(=C(COC2=CC=CC(=N2)C2CCN(CC2)CC2=NC3=C(N2C)C=CC=C3OC)C=C1)OC